6-((S)-1-amino-1,3-dihydrospiro[indene-2,4'-piperidin]-1'-yl)-3-(2,2-dimethyl-1-phenylcyclopropyl)-1,5-dihydro-4H-pyrazolo[3,4-d]pyrimidin-4-one N[C@@H]1C2=CC=CC=C2CC12CCN(CC2)C=2NC(C1=C(N2)NN=C1C1(C(C1)(C)C)C1=CC=CC=C1)=O